tert-butyl (1S,3S)-3-hydroxycycloheptylcarbamate O[C@@H]1C[C@H](CCCC1)NC(OC(C)(C)C)=O